C(C)OC(C(C(=O)OCC)CC1=C(C(=CC=C1)F)F)=O 2-(2,3-difluorobenzyl)malonic acid diethyl ester